4-(3,5-di-tert-butyl-4-hydroxylphenyl-propionyloxy)-2,2,6,6-tetramethyl-piperidine C(C)(C)(C)C=1C=C(C=C(C1O)C(C)(C)C)CCC(=O)OC1CC(NC(C1)(C)C)(C)C